NC1=C(C(=NC=N1)OC1=C(C=C(C=C1)C1=NN(C(=C1C(=O)N)C(F)(F)F)C1=NC=CC=N1)F)Cl [4-(6-amino-5-chloro-pyrimidin-4-yl)oxy-3-fluoro-phenyl]-1-pyrimidin-2-yl-5-(trifluoromethyl)pyrazole-4-carboxamide